N-[2-[4-(hydroxymethyl)cyclohexyl]-6-methylsulfinyl-indazol-5-yl]-6-(trifluoromethyl)pyridine-2-carboxamide OCC1CCC(CC1)N1N=C2C=C(C(=CC2=C1)NC(=O)C1=NC(=CC=C1)C(F)(F)F)S(=O)C